tert-butyl {(1R)-2-oxo-1-phenyl-2-[(2S)-2-{[2-(4-{2-[(2S)-1-(phenylacetyl)pyrrolidin-2-yl]-1H-imidazol-5-yl}phenyl)-1H-indol-5-yl]carbamoyl}pyrrolidin-1-yl]ethyl}carbamate O=C([C@@H](C1=CC=CC=C1)NC(OC(C)(C)C)=O)N1[C@@H](CCC1)C(NC=1C=C2C=C(NC2=CC1)C1=CC=C(C=C1)C1=CN=C(N1)[C@H]1N(CCC1)C(CC1=CC=CC=C1)=O)=O